P1(OCCCCCO1)=O.NCCNCCN diethylene-triamine pentamethylene phosphonate